CC1=C(C=C2C(=NC=NC2=C1)N)[N+](=O)[O-] 7-Methyl-6-nitroquinazolin-4-amine